5-methylpyridazine-3-carboxamide CC=1C=C(N=NC1)C(=O)N